(R)-5-chloro-2-(2-isopropylmorpholino)pyridin-4-amine ClC=1C(=CC(=NC1)N1C[C@H](OCC1)C(C)C)N